FC1=C(C=C(C=C1F)F)C(N)([2H])[2H] (2,3,5-trifluorophenyl)methan-d2-amine